NC1=C(N=C2N1C=CC=C2C2=C(C(=CC=C2)OC)F)C(=O)NCCC 3-Amino-8-(2-fluoro-3-methoxyphenyl)-N-propylimidazo[1,2-a]pyridine-2-carboxamide